dinonyldimethyl-Ammonium C(CCCCCCCC)[N+](C)(C)CCCCCCCCC